4-[1-[2-[3-(difluoromethyl)-5-(trifluoromethyl)pyrazol-1-yl]acetyl]-4-piperidinyl]-N-tetrahydronaphthalen-1-ylpyridine-2-carboxamide FC(C1=NN(C(=C1)C(F)(F)F)CC(=O)N1CCC(CC1)C1=CC(=NC=C1)C(=O)NC1CCCC2=CC=CC=C12)F